C(C)(C)(C)OC(=O)N1CCC(CC1)(CC=C)C(C=C)O 4-(1-hydroxy-prop-2-en-1-yl)-4-(prop-2-en-1-yl)piperidine-1-carboxylic acid tert-butyl ester